F[P-](F)(F)(F)(F)F.C1(=CC=CC=C1)[S+](C1=CC=C(C=C1)SC1=CC=CC=C1)C1=CC=CC=C1 diphenyl-(4-phenylthiophenyl)sulfonium hexafluorophosphate